(4-chlorocinnamoyl)guanidine ClC1=CC=C(C=CC(=O)NC(=N)N)C=C1